C(C)(C)(C)OC(N[C@@H]1[C@@H](OCC12CCN(CC2)C2=NC(=CC(=N2)C#N)C)C)=O ((3S,4S)-8-(4-cyano-6-methylpyrimidin-2-yl)-3-methyl-2-oxa-8-azaspiro[4.5]dec-4-yl)carbamic acid tert-butyl ester